(E)-2-(diphenylmethyleneamino)-4-methylpent-2-enedioic acid 1-tert-butyl ester 5-methyl ester COC(C(/C=C(\C(=O)OC(C)(C)C)/N=C(C1=CC=CC=C1)C1=CC=CC=C1)C)=O